(R)-2-((R)-2,4-dimethylpiperazin-1-yl)-N-(3-(2-((2-fluoro-3-(methylsulfonyl)phenyl)amino)-5-methylpyrimidin-4-yl)-1H-indol-7-yl)-3-methoxypropionamide C[C@H]1N(CCN(C1)C)[C@@H](C(=O)NC=1C=CC=C2C(=CNC12)C1=NC(=NC=C1C)NC1=C(C(=CC=C1)S(=O)(=O)C)F)COC